(R)-4-(4-((1-(3-(difluoromethyl)-2-fluorophenyl)ethyl)amino)-6-methoxy-2-methylquinazolin-7-yl)-1-methylpiperazine FC(C=1C(=C(C=CC1)[C@@H](C)NC1=NC(=NC2=CC(=C(C=C12)OC)N1CCN(CC1)C)C)F)F